FC=1C=C(C=CC1OC1=C2C(=NC=C1)NC(N2C(C)C)=O)C2=NN(C(=C2C(=O)N)C(F)(F)F)C=2C=NC=CC2 (3-fluoro-4-((1-isopropyl-2-keto-2,3-dihydro-1H-imidazo[4,5-b]pyridin-7-yl)oxy)phenyl)-1-(pyridin-3-yl)-5-(trifluoromethyl)-1H-pyrazole-4-carboxamide